ClC1=CC=C(C=C1)C1=CC(=NC(=N1)C=1C=NC(=NC1)Cl)C(=O)O 6-(4-chlorophenyl)-2-(2-chloropyrimidin-5-yl)pyrimidine-4-carboxylic acid